3-bromo-4-[[4-(difluoromethoxy)phenyl]methyl]-5-(2H-1,2,3-triazol-2-yl)pyridine BrC=1C=NC=C(C1CC1=CC=C(C=C1)OC(F)F)N1N=CC=N1